3-(5-(1,3,4-oxadiazol-2-yl)pyridin-3-yl)-5-(benzyloxy)phenol O1C(=NN=C1)C=1C=C(C=NC1)C=1C=C(C=C(C1)OCC1=CC=CC=C1)O